[Al].[Sn].[Pb] lead-tin aluminum